FCC(CCI)(CF)CF 1,1,1-trifluoromethyl-3-iodopropane